BrC1=C(C=C(C=C1OCC1CC1)OCC1CC1)C(\C=C\C1=CC(=C(C=C1)OCC1CC1)OC)=O 1-(2-bromo-3,5-dicyclopropylmethoxyphenyl)-3-(3-methoxy-4-cyclopropylmethoxyphenyl)-(2E)-2-propen-1-one